C1(CC1)CC1=C(C(=NN1C=1SC=C(N1)C(=O)O)C=1C=C(C=CC1)C1=CC(=C(C=C1)OC)C)CC1=CC(=C(C=C1)S(N)(=O)=O)F 2-(5-(cyclopropylmethyl)-4-(3-fluoro-4-sulfamoylbenzyl)-3-(4'-methoxy-3'-methyl-[1,1'-biphenyl]-3-yl)-1H-pyrazol-1-yl)thiazole-4-carboxylic acid